6-methyl-N-[7-(1-methyl-1H-pyrazol-4-yl)-5H,6H,7H,8H-pyrido[3,4-d]pyrimidin-2-yl]-5,6,7,8-tetrahydro-1,6-naphthyridin-3-amine CN1CC=2C=C(C=NC2CC1)NC=1N=CC2=C(N1)CN(CC2)C=2C=NN(C2)C